ClC1=CC=C(NC2=C(C(=NC(=N2)N(C)CCO)N2CCC(CC2)(C(=O)N)C)[N+](=O)[O-])C=C1 1-[6-(4-chloroanilino)-2-[2-hydroxyethyl(methyl)amino]-5-nitro-pyrimidin-4-yl]-4-methyl-piperidine-4-carboxamide